(3S,4S)-2-(4-methylbenzyl)-N-(4-(4-methylpiperazin-1-yl)phenyl)-1-oxo-3-(4-(trifluoromethyl)phenyl)-1,2,3,4-tetrahydroisoquinoline-4-carboxamide CC1=CC=C(CN2C(C3=CC=CC=C3[C@@H]([C@H]2C2=CC=C(C=C2)C(F)(F)F)C(=O)NC2=CC=C(C=C2)N2CCN(CC2)C)=O)C=C1